FC=1C(=NN(C1)C1=NC=CC=C1CO)S(=O)(=O)N(CC1=CC=C(C=C1)OC)CC1=CC=C(C=C1)OC 4-fluoro-1-(3-(hydroxymethyl)pyridin-2-yl)-N,N-bis(4-methoxybenzyl)-1H-pyrazole-3-sulfonamide